ethyl 3-(2-(3-(1,8-naphthyridin-2-yl)propyl)thiazol-4-yl)-3-(3-fluoro-4-methoxyphenyl)propanoate N1=C(C=CC2=CC=CN=C12)CCCC=1SC=C(N1)C(CC(=O)OCC)C1=CC(=C(C=C1)OC)F